(R)-2-(1-hydroxy-4-methyl-3-pentenyl)-1,4,5,8-tetramethoxynaphthalene O[C@H](CC=C(C)C)C1=C(C2=C(C=CC(=C2C(=C1)OC)OC)OC)OC